2-[[6-[[5-chloro-2-[4-[3-(2,6-dioxo-3-piperidyl)-1-methyl-indazol-7-yl]oxy-1-piperidyl]pyrimidin-4-yl]amino]-1-methyl-2-oxo-3-quinolyl]oxy]-N-methyl-acetamide ClC=1C(=NC(=NC1)N1CCC(CC1)OC=1C=CC=C2C(=NN(C12)C)C1C(NC(CC1)=O)=O)NC=1C=C2C=C(C(N(C2=CC1)C)=O)OCC(=O)NC